4-(3-(4-(((1H-indol-5-yl)methyl)amino)piperidin-1-yl)propoxy)-7H-furo[3,2-g]chromen-7-one N1C=CC2=CC(=CC=C12)CNC1CCN(CC1)CCCOC1=C2C=CC(OC2=CC2=C1C=CO2)=O